N1-([1,1'-biphenyl]-4-yl)-N3-phenyl-N1-(4-(9-phenyl-9H-carbazol-3-yl)phenyl)-N3-(4-(9-phenyl-9H-pyrido[2,3-b]indol-6-yl)phenyl)benzene-1,3-diamine C1(=CC=C(C=C1)N(C1=CC(=CC=C1)N(C1=CC=C(C=C1)C=1C=C2C3=C(N(C2=CC1)C1=CC=CC=C1)N=CC=C3)C3=CC=CC=C3)C3=CC=C(C=C3)C=3C=CC=1N(C2=CC=CC=C2C1C3)C3=CC=CC=C3)C3=CC=CC=C3